C(C)(C)(C)OC(CCOCCOCCOCCOCCN1[C@@H]2CN([C@H](C1)C2)CCOCCOCCNC(OCC2=CC=CC=C2)=O)=O 1-((1S,4S)-5-(3-oxo-1-phenyl-2,7,10-trioxa-4-azadodecan-12-yl)-2,5-diazabicyclo[2.2.1]hept-2-yl)-3,6,9,12-tetraoxapentadecane-15-oic acid tert-butyl ester